CN1N=C2C=CC=C(C2=C1)C1=NNC2=NC(=CN=C21)N2CC1C(C1CC2)(C2=NOC(=C2)C)CN (3-(3-(2-methyl-2H-indazol-4-yl)-1H-pyrazolo[3,4-b]pyrazin-6-yl)-7-(5-methylisoxazol-3-yl)-3-azabicyclo[4.1.0]heptan-7-yl)methanamine